ClC=1C=C(C(=O)NC2=CC=C(C=C2)C2(CCC2)C(NC2=NN(C=C2)C)=O)C=CC1 3-chloro-N-(4-{1-[(1-methyl-1H-pyrazol-3-yl)carbamoyl]cyclobutyl}phenyl)benzamide